N1=CC=C2N1C=C(C=C2)C(=O)N Pyrazolo[1,5-a]Pyridine-6-carboxamide